C(CCC)NS(=O)(=O)CCCC 1-(butylsulfamoyl)butane